C(C)(=O)[O-].C(C)(=O)O.C(C)(=O)[O-].C(C)(=O)[O-].[Fe+3] ferric tetraacetate